FC1=C(C=CC=C1C[C@@H]1N(C[C@@H]([C@@H]1NS(=O)(=O)CC)F)C(=O)C1OCC1)C1=CC(=CC(=C1)C)F N-[(2S,3R,4S)-2-[(2,3'-difluoro-5'-methyl-[1,1'-biphenyl]-3-yl)methyl]-4-fluoro-1-(oxetane-2-carbonyl)pyrrolidin-3-yl]-ethanesulfonamide